5-[[2-[(2S,3S,6R)-2,3-dimethyl-6-phenyl-1-piperidyl]-2-oxo-acetyl]amino]pyridine-3-carboxamide C[C@@H]1N([C@H](CC[C@@H]1C)C1=CC=CC=C1)C(C(=O)NC=1C=C(C=NC1)C(=O)N)=O